dibenzyl (4-(4-oxo-3,4-dihydropyrido[3,4-d]pyridazin-7-yl)phenethyl)phosphonate O=C1NN=CC2=C1C=NC(=C2)C2=CC=C(CCP(OCC1=CC=CC=C1)(OCC1=CC=CC=C1)=O)C=C2